5-hydroxymethylcyclohexane OCC1CCCCC1